FC[C@H]1CN(C[C@@H](N1)C)C=1C=C(C=C2C(=NC(=NC12)C)C=1N=NN(C1)C)S(=O)(=O)NC1(CC1)C 8-((3R,5S)-3-(fluoromethyl)-5-methylpiperazin-1-yl)-2-methyl-4-(1-methyl-1H-1,2,3-triazol-4-yl)-N-(1-methylcyclopropyl)quinazoline-6-sulfonamide